NC1=C(C=CC(=C1F)NCC1=CC=C(C=C1)C(F)(F)F)NC([C@@H]([C@@H](CCCCC)F)F)=O (2S,3R)-N-(2-amino-3-fluoro-4-((4-(trifluoromethyl)benzyl)amino)phenyl)-2,3-difluorooctanamide